2-{6-[(3R,5S)-3,5-dimethylpiperazin-1-yl]pyridazin-3-yl}-5-(7-methoxy-2-methyl-2H-indazol-5-yl)pyridin-3-ol C[C@@H]1CN(C[C@@H](N1)C)C1=CC=C(N=N1)C1=NC=C(C=C1O)C1=CC2=CN(N=C2C(=C1)OC)C